BrC1=C(C(=C(C(=C1CCl)C)C)CCl)Br 1,2-dibromo-3,6-bis(chloromethyl)-4,5-dimethylbenzene